glycerylarginine C(C(O)CO)N[C@@H](CCCNC(N)=N)C(=O)O